C1(CC1)CNC(=O)C(C(C)N(C=O)CC1CCN(CC1)C(=O)OC(C)(C)C)=O Tert-Butyl 4-[(N-{1-[(cyclopropylmethyl)carbamoyl]-1-oxopropan-2-yl}formamido) methyl]piperidine-1-carboxylate